(2-chlorophenyl)-8-((4-(4-methylpiperazine-1-yl)phenyl)amino)-1,2-dihydroimidazo[1,2-a]pyrido[3,4-e]pyrimidin-5(4H)-one ClC1=C(C=CC=C1)C1CN=C2N1C1=C(C(N2)=O)C=NC(=C1)NC1=CC=C(C=C1)N1CCN(CC1)C